Methyl (3R)-3-[[(5R)-3-(3,5-difluorophenyl)-5-methyl-4H-isoxazol-5-carbonyl] amino]-2,3-dihydrofuran-5-carboxylat FC=1C=C(C=C(C1)F)C1=NO[C@](C1)(C(=O)N[C@H]1COC(=C1)C(=O)OC)C